NC(C(C(CC1=CC=CC=C1)NC(=O)C1=C(N=C(O1)C)C1=CC=CC2=CC=CC=C12)=O)=O N-(4-amino-3,4-dioxo-1-phenylbutan-2-yl)-2-methyl-4-(naphthalen-1-yl)oxazole-5-carboxamide